4-(3-methyl-7-oxo-2-phenyl-4,7-dihydropyrazolo[1,5-a]pyrimidin-5-yl)benzoic acid CC=1C(=NN2C1NC(=CC2=O)C2=CC=C(C(=O)O)C=C2)C2=CC=CC=C2